O=C1C=C(OC2=C1C=CC=1NC(=NC12)C(F)(F)F)C1=NC=C(C#N)C=C1 6-(6-oxo-2-(trifluoromethyl)-3,6-dihydrochromeno[7,8-d]imidazol-8-yl)nicotinonitrile